C(C)(C)(C)OC(=O)N[C@@H](C(=O)O)C1=CC(=CC=C1)C(F)(F)F |r| N-t-butoxycarbonyl-2-(3-trifluoromethyl-phenyl)-DL-glycine